C(CCCC(=O)O)(=O)O.N[C@@H](CCC(=O)O)C(=O)O glutamic acid (glutarate)